C(C)OC(=O)C1=C(SC(=C1OCC)Br)CBr 5-bromo-2-(bromomethyl)-4-ethoxythiophene-3-carboxylic acid ethyl ester